1-(1-methylpiperidin-4-yl)piperazine tri-hydrochloride Cl.Cl.Cl.CN1CCC(CC1)N1CCNCC1